2-((4-((1R,5S)-3,8-diazabicyclo[3.2.1]octan-3-yl)-8-fluoro-7-(3-hydroxynaphthalen-1-yl)quinazolin-2-yl)oxy)acetic acid [C@H]12CN(C[C@H](CC1)N2)C2=NC(=NC1=C(C(=CC=C21)C2=CC(=CC1=CC=CC=C21)O)F)OCC(=O)O